2-{6-[(4-fluorophenyl)methyl]-5,8-dioxo-2-(pyridin-4-yl)-5,6,7,8-tetrahydro-4H-pyrazolo[1,5-a]pyrrolo[3,4-d]pyrimidin-4-yl}-N-(5-fluoropyridin-2-yl)acetamide FC1=CC=C(C=C1)CN1C(C=2N(C=3N(C(C2C1)=O)N=C(C3)C3=CC=NC=C3)CC(=O)NC3=NC=C(C=C3)F)=O